(S)-N-(3-(1-((2-ethyl-2H-pyrazolo[3,4-b]pyrazin-6-yl)amino)ethyl)-4-fluorophenyl)-2-(5-(2-hydroxypropan-2-yl)pyridin-2-yl)acetamide C(C)N1N=C2N=C(C=NC2=C1)N[C@@H](C)C=1C=C(C=CC1F)NC(CC1=NC=C(C=C1)C(C)(C)O)=O